C(C=C)(=O)OCCC=1C(=C(C(C(=O)O)=CC1)C(=O)O)CC(C)O acryloxyethyl-2-hydroxypropyl-phthalic acid